5-(azetidin-3-yloxy)-2-(prop-1-yn-1-yl)pyridine hydrochloride Cl.N1CC(C1)OC=1C=CC(=NC1)C#CC